C(C)(C)C1=C(C(=CC=C1)C(C)C)N1C(C(CC1(C)C)(C)C)[Ru](=C1C=C(C2=CC=CC=C12)C1=CC=CC=C1)(C1N(C(CC1(C)C)(C)C)C1=C(C=CC=C1C(C)C)C(C)C)(Cl)Cl bis(1-(2,6-diisopropylphenyl)-3,3,5,5-tetramethylpyrrolidin-2-yl)(3-phenyl-1H-inden-1-ylidene)ruthenium (VI) chloride